ethyloxytitanium tribromide [Br-].[Br-].[Br-].C(C)O[Ti+3]